(2-{6-Cyclopropyl-4-[4-fluoro-2-(4-methyl-1,2,4-triazol-3-yl)phenyl]pyridin-2-yl}-7-methoxy-1,3-benzoxazol-5-yl)methanol C1(CC1)C1=CC(=CC(=N1)C=1OC2=C(N1)C=C(C=C2OC)CO)C2=C(C=C(C=C2)F)C2=NN=CN2C